FC1=C(C#N)C=CC(=C1)CO[C@@H](CO)COCCCCCCCCCCCCCCCC 2-Fluoro-4-[[(1S)-1-(hexadecoxymethyl)-2-hydroxy-ethoxy]methyl]benzonitrile